BrC1=CN(C=2C=NN(C(C21)=O)COCC[Si](C)(C)C)CC(=O)OCC ethyl 2-(3-bromo-4-oxo-5-((2-(trimethylsilyl)ethoxy)methyl)-4,5-dihydro-1H-pyrrolo[2,3-d]pyridazin-1-yl)acetate